[N].[Fe].[Nd] Neodymium iron nitrogen